ethyl phenylglyoxylate (ethyl phenylglyoxylate) C(C)C1=C(C=CC=C1)C(C(=O)O)=O.C1(=CC=CC=C1)C(C(=O)OCC)=O